C1(CCCCCC1)[C@@H](C(=O)NC=1C=NC(=CC1)C=1C(=NNC1C)C)NC(=O)C1=CN=NN1C (S)-N-(1-cycloheptyl-2-((6-(3,5-dimethyl-1H-pyrazol-4-yl)pyridin-3-yl)amino)-2-oxoethyl)-1-methyl-1H-1,2,3-triazole-5-carboxamide